5,10-dihydrodibenzo[b,e][1,4]azasiline C1=CC=CC=2NC3=C([SiH2]C21)C=CC=C3